5-bromo-2-(3,3-difluorocyclobutyl)pyrimidine-4-carboxylic acid BrC=1C(=NC(=NC1)C1CC(C1)(F)F)C(=O)O